heptadecan-9-yl 8-((3-((3-nitropyridin-2-yl)amino)propyl)(8-oxo-8-(undecan-3-yloxy)octyl)amino)octanoate [N+](=O)([O-])C=1C(=NC=CC1)NCCCN(CCCCCCCC(=O)OC(CCCCCCCC)CCCCCCCC)CCCCCCCC(OC(CC)CCCCCCCC)=O